N-(3-aminopropyl)-4-methylbenzenesulfonamide NCCCNS(=O)(=O)C1=CC=C(C=C1)C